1-((1-(2-(4-Fluorophenyl)-2-oxoethyl)piperidin-4-yl)methyl)-3-(4-(methoxymethyl)benzyl)-1,3-dimethylurea FC1=CC=C(C=C1)C(CN1CCC(CC1)CN(C(=O)N(C)CC1=CC=C(C=C1)COC)C)=O